C1(CCCCC1)N(C1=CC=CC=C1)C(CC1(CCN(CC1)C1=CC=CC=C1)C(=O)O)=O 4-[2-(N-cyclohexylanilino)-2-oxo-ethyl]-1-phenyl-piperidine-4-carboxylic acid